4-(2-(ethyl-(isopropyl)amino)-6-(trifluoromethyl)pyrimidin-4-ylamino)benzoic acid C(C)N(C1=NC(=CC(=N1)NC1=CC=C(C(=O)O)C=C1)C(F)(F)F)C(C)C